(R)-N-(4-(chlorodifluoromethoxy)phenyl)-2-(difluoromethyl)-1-(1-fluoropropan-2-yl)-7-(1H-pyrazol-5-yl)-1H-benzo[d]Imidazole-5-carboxamide ClC(OC1=CC=C(C=C1)NC(=O)C1=CC2=C(N(C(=N2)C(F)F)[C@@H](CF)C)C(=C1)C1=CC=NN1)(F)F